(S)-5-(4-(4-fluoropyrazolo[1,5-a]pyridin-2-yl)-1,4,6,7-tetrahydro-5H-imidazo[4,5-c]pyridin-5-yl)-N-phenylpyrazine-2-carboxamide FC=1C=2N(C=CC1)N=C(C2)[C@H]2N(CCC1=C2N=CN1)C=1N=CC(=NC1)C(=O)NC1=CC=CC=C1